C[SiH](O[SiH](C(C)C)C)C(C)C 1,3-dimethyl-1,3-diisopropyldisiloxane